CN1C(C2=CC=C(C=C2C1)[N+](=O)[O-])=O 2-Methyl-5-nitroisoindol-1-one